N-(3,5-dichlorophenyl)-5,5-difluoro-1-(3-fluoro-5-(pyridin-4-yl)benzoyl)piperidine-3-carboxamide ClC=1C=C(C=C(C1)Cl)NC(=O)C1CN(CC(C1)(F)F)C(C1=CC(=CC(=C1)C1=CC=NC=C1)F)=O